5-amino-3-{4-[(5-fluoro-2-methoxybenzamido)methyl]phenyl}-1-[(2S)-1,1,1-trifluoropropan-2-yl]-1H-pyrazole-4-carboxamide NC1=C(C(=NN1[C@H](C(F)(F)F)C)C1=CC=C(C=C1)CNC(C1=C(C=CC(=C1)F)OC)=O)C(=O)N